4-iodo-N-(6-methyl-3-oxo-2,3-dihydro-1,2,4-triazin-4(5H)-yl)benzenesulfonamide IC1=CC=C(C=C1)S(=O)(=O)NN1C(NN=C(C1)C)=O